CCCCC(=O)OC=C vinyl n-valerate